(4-methoxy-2-hydroxyphenyl)boronic acid COC1=CC(=C(C=C1)B(O)O)O